ClC1=NC=CC(=C1F)C=1C(=NN(N1)C)C(C)N(C(OC(C)(C)C)=O)CC tert-butyl (1-(5-(2-chloro-3-fluoropyridin-4-yl)-2-methyl-2H-1,2,3-triazol-4-yl)ethyl)(ethyl)carbamate